CN1CCC(CC1)C(=O)C1=CC=CC(=N1)NC(=O)C1=CC=CC=2OC(OC21)(F)F 2,2-Difluoro-benzo[1,3]dioxole-4-carboxylic acid [6-(1-methyl-piperidine-4-carbonyl)-pyridin-2-yl]-amide